7-chloro-1-[(4-methoxyphenyl)methyl]-3,4-dihydro-1,4-benzodiazepine-2,5-dione ClC=1C=CC2=C(C(NCC(N2CC2=CC=C(C=C2)OC)=O)=O)C1